1-(4-fluorophenyl)-2-morpholinoethane-1,2-dione FC1=CC=C(C=C1)C(C(=O)N1CCOCC1)=O